1-((2S)-2-amino-4-(azetidin-1-yl)-3-hydroxy-4-oxobutyl)piperidin-2-one trifluoroacetic acid salt FC(C(=O)O)(F)F.N[C@@H](CN1C(CCCC1)=O)C(C(=O)N1CCC1)O